4,5-dibromo-2-(2-methoxyethoxy)thiazole BrC=1N=C(SC1Br)OCCOC